(±)-N-(3,4-dichlorophenyl)-2-(trifluoromethyl)-6,7,8,9-tetrahydro-5H-5,8-epiminocyclohepta-[d]pyrimidine-10-carboxamide ClC=1C=C(C=CC1Cl)NC(=O)N1C2CCC1CC=1N=C(N=CC12)C(F)(F)F